NC1=C2N=CN(C2=NC(=N1)F)[C@H]1C[C@@H]([C@@](O1)(C#C)CO[P@](=O)(OC1=CC=CC=C1)N[C@H](C(=O)OCC(CCCCCC)CCCCCC)CC1=CC(=CC(=C1)F)F)O 2-Hexyloctyl (S)-2-(((S)-(((2R,3S,5R)-5-(6-amino-2-fluoro-9H-purin-9-yl)-2-ethynyl-3-hydroxytetrahydrofuran-2-yl) methoxy)(phenoxy)phosphoryl)amino)-3-(3,5-difluorophenyl)propanoate